(2S)-N-[(4-cyano-3-fluorophenyl)methyl]-3-(3,4-difluorophenyl)-2-{2-[(2R,6S)-2,6-dimethylpiperidin-1-yl]acetamido}propionamide C(#N)C1=C(C=C(C=C1)CNC([C@H](CC1=CC(=C(C=C1)F)F)NC(CN1[C@@H](CCC[C@@H]1C)C)=O)=O)F